CN(C1CCC2(CCN(CC2)C(COC2=CC=CC=C2)=O)CC1)C=1C2=C(N=CN1)NC=C2 1-(9-(methyl-(7H-pyrrolo[2,3-d]pyrimidin-4-yl)amino)-3-azaspiro[5.5]undecan-3-yl)-2-phenoxyethane-1-one